3-{[4-(6-fluoro-3H-1,3,4-triazainden-7-yl)-1-piperidyl]carbonyl}-1-methyl-6-(trifluoromethyl)-2(1H)-pyridinone FC1=CN=C2NC=NC2=C1C1CCN(CC1)C(=O)C=1C(N(C(=CC1)C(F)(F)F)C)=O